Cl.Cl.C(CCC)C1=NC=2C(=C(N=NC2N)OC(C)C)N1CC1=CC(=CC=C1)CNC1CCC1 2-butyl-1-(3-((cyclobutylamino)methyl)benzyl)-7-isopropoxy-1H-imidazo[4,5-d]pyridazin-4-amine dihydrochloride